FC=1C=CC2=C(N=C([Se]2)C2=CC(=C(N)C=C2)C)C1 4-(5-fluorobenzoselenazol-2-yl)-2-methylaniline